boric acid, lithium salt [Li+].B([O-])([O-])[O-].[Li+].[Li+]